NC1=NC(=CC(=C1O)C)Br C2-amino-6-bromo-4-methylpyridin-3-ol